O[Ni]O dihydroxy-nickel